formamidine lead iodide salt [Pb+](I)I.C(=N)[NH-]